(2E,2'E)-2,2'-(1-(5-((diisopropylamino)methyl)furan-2-yl)propane-1,2-diylidene)bis(N-ethylhydrazine-1-carbothioamide) C(C)(C)N(C(C)C)CC1=CC=C(O1)\C(\C(\C)=N\NC(NCC)=S)=N\NC(NCC)=S